4-Cyclopropyl-N-((S)-(4,4-difluorocyclohexyl)(5-((S)-2-methoxy-1-((S)-2-oxo-4-(trifluoromethyl)imidazolidin-1-yl)ethyl)benzo[d]oxazol-2-yl)methyl)-1,2,5-oxadiazole-3-carboxamide C1(CC1)C=1C(=NON1)C(=O)N[C@H](C=1OC2=C(N1)C=C(C=C2)[C@@H](COC)N2C(N[C@@H](C2)C(F)(F)F)=O)C2CCC(CC2)(F)F